N1(CCNCC1)S(=O)(=O)C1=CC=C(C=C1)C1=C(C(=O)N)C=CC=C1 (4-(piperazin-1-ylsulfonyl)phenyl)benzamide